Octadecenyl-urea C(=CCCCCCCCCCCCCCCCC)NC(=O)N